2-(4-cyclopropyl-6-methoxy-1,3-diazinan-5-yl)-8-({4-[4-(trifluoromethyl)-1,3-diazinan-2-yl]cyclohexyl}methyl)-octahydro-1H-pyrido[2,3-d]pyrimidin-7-ol C1(CC1)C1NCNC(C1C1NCC2C(N1)N(C(CC2)O)CC2CCC(CC2)C2NCCC(N2)C(F)(F)F)OC